(5S)-8,9-dichloro-7-(2,6-difluorophenyl)-2-ethyl-5-methyl-5H-pyrimido[1,2-a][1,4]benzodiazepine-3-One ClC1=C(C=CC2=C1C(=N[C@H](C=1N2C=C(C(N1)=O)CC)C)C1=C(C=CC=C1F)F)Cl